CS(=O)(=O)C(C)N (methylsulfonyl)ethan-1-amine